(S)-N-(4-(3-(2,6-dimethylpyridin-4-yl)phenyl)thiazol-2-yl)-1-(4-methyl-3-(methylsulfonyl)benzoyl)azetidine-2-carboxamide CC1=NC(=CC(=C1)C=1C=C(C=CC1)C=1N=C(SC1)NC(=O)[C@H]1N(CC1)C(C1=CC(=C(C=C1)C)S(=O)(=O)C)=O)C